2,3-dideutero-5-methyl-2,3-dihydrobenzo[b]thiophene [2H]C1C(C2=C(S1)C=CC(=C2)C)[2H]